FC=1C=C(CC2CC3(CN(C3)C(=O)C3CC(C3)(C)O)C2)C=CC1C (6-(3-Fluoro-4-methylbenzyl)-2-azaspiro[3.3]heptan-2-yl)((1s,3s)-3-hydroxy-3-methylcyclobutyl)methanone